O=C1N(C(C2=CC=CC=C12)=O)CC(=O)NCC(N1CCCC1)=O 2-(1,3-dioxoisoindolin-2-yl)-N-(2-oxo-2-(pyrrolidin-1-yl)ethyl)acetamide